C1(CC1)S(=O)(=O)NC=1SC=C(N1)C(C(=O)NC1=NC=C(C=C1)C1=CC(=CC(=C1)OC)OC)(C)C 2-(2-(cyclopropanesulfonamido)thiazol-4-yl)-N-(5-(3,5-dimethoxyphenyl)pyridin-2-yl)-2-methylpropanamide